N[C@@H]1C2=CC=CC=C2CC12CCN(CC2)C=2NC(C1=C(N2)NN=C1C1=CCOC2=CC=CC=C12)=O (S)-6-(1-amino-1,3-dihydrospiro[indene-2,4'-piperidine]-1'-yl)-3-(2H-chromen-4-yl)-1,5-dihydro-4H-pyrazolo[3,4-d]pyrimidin-4-one